3-cyclopropyl-N-methyl-4,5,6,7-tetrahydro-2-benzothiophen-5-amine hydrochloride Cl.C1(CC1)C=1SC=C2C1CC(CC2)NC